1-[(1-methylpyrazol-3-yl)methyl]-3H-imidazo[4,5-b]pyridin-2-one CN1N=C(C=C1)CN1C(NC2=NC=CC=C21)=O